5-Fluoro-1-(4-nitro-3-(4-(pyrimidin-2-yl)piperazine-1-carbonyl)benzyl)quinazoline-2,4(1H,3H)-dione FC1=C2C(NC(N(C2=CC=C1)CC1=CC(=C(C=C1)[N+](=O)[O-])C(=O)N1CCN(CC1)C1=NC=CC=N1)=O)=O